N-(p-toluenesulfonyl)N'-(3-p-toluenesulfonyloxyphenyl)urea CC1=CC=C(C=C1)S(=O)(=O)NC(=O)NC1=CC(=CC=C1)OS(=O)(=O)C1=CC=C(C)C=C1